C(C=C)N1N(C2=NC=NC=C2C1=O)C1=NC(=CC=C1)C(C)(C)O 2-allyl-1-[6-(1-hydroxy-1-methyl-ethyl)-2-pyridinyl]Pyrazolo[3,4-d]Pyrimidin-3-one